O=C1NC(CCC1NC=1C=C2CCC3(C2=CC1)CCC(CC3)(O)CC(=O)O)=O 2-(5'-((2,6-dioxopiperidin-3-yl)amino)-4-hydroxy-2',3'-dihydrospiro[cyclohexane-1,1'-inden]-4-yl)acetic acid